C(O)C(C(=O)OC)(C)CO methyl 2,2-dimethylolpropionate